C(CCCCCCC\C=C/C\C=C/CCCCC)(=O)OCC(CCCCC(=O)OC(CCCCCCCC)CCCCCCCC)COC(=O)OC1=CC=C(C=C1)[N+](=O)[O-] 7-(heptadecan-9-yloxy)-2-((((4-nitrophenoxy)carbonyl)oxy)methyl)-7-oxoheptyl (9Z,12Z)-octadeca-9,12-dienoate